NC1=CC(=C(C(=O)NC2=C(C(=NC=C2C)OC)C)C=C1F)O[C@H](C(F)(F)F)C (S)-4-amino-5-fluoro-N-(2-methoxy-3,5-dimethylpyridin-4-yl)-2-((1,1,1-trifluoropropan-2-yl)oxy)benzamide